C1(CC1)C1=CC2=C(N(C(N=C2N2[C@H](CNCC2)C)=O)C=2C(=NC=CC2C)C(C)C)N=C1C1=C(C=CC=C1)OC (S)-6-cyclopropyl-7-(2-methoxy-phenyl)-1-(2-isopropyl-4-methylpyridin-3-yl)-4-(2-Methylpiperazin-1-yl)pyrido[2,3-d]pyrimidin-2(1H)-one